BrC1=C(C=CC(=C1)F)C(C(C(=O)OCC)(F)F)O ethyl 3-(2-bromo-4-fluorophenyl)-2,2-difluoro-3-hydroxy-propionate